7-(benzyloxy)-2-cyclopropylimidazo[1,2-a]pyridine-6-carboxylic acid C(C1=CC=CC=C1)OC1=CC=2N(C=C1C(=O)O)C=C(N2)C2CC2